FC1(CC(C1)C=1N=C(N2C1C1=CC(=C(C=C1CC2)OC)C=2N=NN(N2)C)C(=O)N2[C@](C[C@@H](C2)O)(C#N)C)F (2R,4S)-1-(1-(3,3-difluorocyclobutyl)-8-methoxy-9-(2-methyl-2H-tetrazol-5-yl)-5,6-dihydroimidazo[5,1-a]isoquinoline-3-carbonyl)-4-hydroxy-2-methylpyrrolidine-2-carbonitrile